FC(OC1=CC=C(C=C1)NC(=O)N1C2CCC1CC=1C(=NC=CC12)F)F (±)-N-(4-(difluoromethoxy)phenyl)-1-fluoro-6,7,8,9-tetrahydro-5H-5,8-epiminocyclohepta[c]pyridine-10-carboxamide